4-(difluoromethoxy)-1-((2-fluoro-3-methylpyridin-4-yl)methyl)-1H-pyrrole-2-carboxylic acid FC(OC=1C=C(N(C1)CC1=C(C(=NC=C1)F)C)C(=O)O)F